C(CCCCCCCC)(=O)OCC(COC(CCCCCCCC)=O)CC(=O)O[C@H]1CN(C[C@H]1OC(CC(COC(CCCCCCCC)=O)COC(CCCCCCCC)=O)=O)C(=O)OCCN(C)C |o1:29,33| (((Rel-(3S,4R)-1-((2-(dimethylamino)ethoxy)carbonyl)pyrrolidine-3,4-diyl)bis(oxy))bis(2-oxoethane-2,1-diyl))bis(propane-2,1,3-triyl) tetranonanoate